OC1=CC=C(C=C1)NC(CCCCCCCCCCCCCCCCC)=O N-(4-hydroxyphenyl)stearic acid amide